C(CCCCCCCCC)O[C@@]1([C@](O)([C@H](O)[C@@H](CO)O1)F)N1C(=O)N=C(N)C=C1 decoxy-2'-fluorocytidine